C(=O)(O)C1CC2=CC(=CC=C2CC1)OC1=C(C=CC=C1)C1=C(C(=C(C(=C1F)F)F)F)F 2-carboxy-7-((2',3',4',5',6'-pentafluoro-[1,1'-biphenyl]-2-yl)oxy)-1,2,3,4-tetrahydronaphthalene